2,4,5-trihydroxy-phenylalanine OC1=C(C[C@H](N)C(=O)O)C=C(C(=C1)O)O